4-amino-N-(2-oxopiperidin-1-yl)-N-((5-(trifluoromethyl)pyridin-2-yl)methyl)-1H-pyrazolo[4,3-c]quinoline-8-carboxamide NC1=NC=2C=CC(=CC2C2=C1C=NN2)C(=O)N(CC2=NC=C(C=C2)C(F)(F)F)N2C(CCCC2)=O